1-(1-{4-[(3S)-2,3-dihydro[1,4]dioxino[2,3-b]pyridin-3-yl]benzyl}piperidin-4-yl)urea O1C[C@@H](OC2=NC=CC=C21)C2=CC=C(CN1CCC(CC1)NC(=O)N)C=C2